COC1=CC(=C(C2=C1C(\C(\O2)=C/C=2C=NC=CC2)=O)C2CCN(CC2)C)OC (E)-4,6-dimethoxy-7-(1-methylpiperidin-4-yl)-2-(pyridin-3-ylmethylene)benzofuran-3(2H)-one